8-(6-((2-(3-azabicyclo[3.1.0]hex-3-yl)-2-methylpropoxy)methyl)pyridin-3-yl)-1-isopropyl-3-methyl-1H-imidazo[4,5-c]cinnolin-2(3H)-one C12CN(CC2C1)C(COCC1=CC=C(C=N1)C1=CC=2C3=C(N=NC2C=C1)N(C(N3C(C)C)=O)C)(C)C